(S)-(1-(1-methoxy-4-oxocyclohexyl)propan-2-yl)carbamic acid tert-butyl ester C(C)(C)(C)OC(N[C@H](CC1(CCC(CC1)=O)OC)C)=O